COC1=CC=C(C=C1)C(C)C1=CC=2NC3=CC=CC=C3SC2C=C1 2-(1-(4-methoxyphenyl)ethyl)-10H-phenothiazine